3-(2-oxo-6-(4-((3-(piperazin-1-ylmethyl)azetidin-1-yl)methyl)benzyl)benzo[cd]indol-1(2H)-yl)piperidine-2,6-dione O=C1N(C2=CC=C(C=3C2=C1C=CC3)CC3=CC=C(C=C3)CN3CC(C3)CN3CCNCC3)C3C(NC(CC3)=O)=O